FC(COCC(F)F)F bisdifluoroethyl ether